ClC=1C=C2C=NC(=NC2=CC1N(C)C)NC=1C=NN(C1Cl)C1C(C1)(F)F 6-chloro-N~2~-[5-chloro-1-(2,2-difluorocyclopropyl)-1H-pyrazol-4-yl]-N~7~,N~7~-dimethylquinazoline-2,7-diamine